(R)-3-((6-(2-(ethoxymethoxy)-4-formylphenyl)-5-methylpyridazin-3-yl)amino)piperidine-1-carboxylic acid tert-butyl ester C(C)(C)(C)OC(=O)N1C[C@@H](CCC1)NC=1N=NC(=C(C1)C)C1=C(C=C(C=C1)C=O)OCOCC